6-tert-Butyl-N-(2-methoxyphenyl)sulfonyl-2-(2,4,6-trimethylphenoxy)pyridin-3-carboxamid C(C)(C)(C)C1=CC=C(C(=N1)OC1=C(C=C(C=C1C)C)C)C(=O)NS(=O)(=O)C1=C(C=CC=C1)OC